(R)-N-(1-(3-amino-5-(trifluoromethyl)phenyl)ethyl)-2-(azetidin-1-yl)-6-(4-methoxypiperidin-1-yl)pyrido[3,4-d]pyrimidin-4-amine NC=1C=C(C=C(C1)C(F)(F)F)[C@@H](C)NC=1C2=C(N=C(N1)N1CCC1)C=NC(=C2)N2CCC(CC2)OC